C[C@H]1CN2C(C=3N1C(=NC3)[C@@](C(F)(F)F)(C)O)=CC(=N2)C23COC(CC2)(CC3)C(=O)OC methyl 4-((S)-5-methyl-3-((R)-1,1,1-trifluoro-2-hydroxypropan-2-yl)-5,6-dihydroimidazo[1,5-a]pyrazolo[5,1-c]pyrazin-9-yl)-2-oxabicyclo[2.2.2]octane-1-carboxylate